OC1=CC=C(C(=O)NCC(=O)O)C=C1 4-Hydroxybenzoylglycine